Cytosine azide [N-]=[N+]=[N-].N1C(=O)N=C(N)C=C1